ClC1=CC(=C(C(=C1)C)C1=NN=C(C2=CC=CC=C12)N[C@H]1CN(CCC1)C)OCOCC 4-(4-chloro-2-(ethoxymethoxy)-6-methylphenyl)-N-((R)-1-methylpiperidin-3-yl)phthalazin-1-amine